C[C@@H]1CN(C[C@@H](C1)C=1C=NNC1)C1=NC=CC(=N1)C1=CN=C2N1C=C(C=C2)C(F)(F)F 2-[(3S,5S)-3-methyl-5-(1H-pyrazol-4-yl)piperidin-1-yl]-4-[6-(trifluoromethyl)imidazo[1,2-a]pyridin-3-yl]pyrimidine